ClC1=CC(=NC=C1)C1=NC(=NC(=N1)C1=CC=2C(C3=CC=CC=C3C2C=C1)(C)C)C1=CC=CC=C1 2-(4-chloropyridin-2-yl)-4-(9,9-dimethyl-9H-fluoren-2-yl)-6-phenyl-1,3,5-triazine